4-(3,4-dihydroisoquinolin-2(1H)-yl)-2-(((tetrahydro-2H-pyran-4-yl)methyl)amino)-5,7-dihydro-6H-pyrrolo[3,4-d]pyrimidine-6-carbonitrile C1N(CCC2=CC=CC=C12)C=1C2=C(N=C(N1)NCC1CCOCC1)CN(C2)C#N